O1C(=CC=C1)C1=NC(=NO1)C1=CC=C(C2=CC=CC=C12)CC(C(=O)O)CCCCCCC(=O)O ((4-(5-(furan-2-yl)-1,2,4-oxadiazol-3-yl)naphthalen-1-yl)methyl)azelaic acid